Cl.FC(C(C)(O)C)F 1,1-difluoro-2-methylpropan-2-ol hydrochloride